C(C1=CC=CC=C1)S\C(=C(/C(=O)OCC)\C(C)=O)\NC1=C(C=CC(=C1)Cl)Br ethyl (Z)-2-((benzylthio)((2-bromo-5-chlorophenyl)amino)methylene)-3-oxobutanoate